C(C)(C)(C)ONCCCCCO 5-(N-tert-butoxyamino)-1-pentanol